N1C(=NC2=C1C=CC=C2)CCNCCC=2SC=1N=CN=C(C1N2)NCC2=NC=CC=C2F 2-(2-{[2-(1H-1,3-benzodiazol-2-yl)ethyl]amino}ethyl)-N-[(3-fluoropyridin-2-yl)methyl]-[1,3]thiazolo[5,4-d]pyrimidin-7-amine